1-benzyl-4-(4-fluorophenyl)pyrrolidine-3-carboxylic acid methyl ester COC(=O)C1CN(CC1C1=CC=C(C=C1)F)CC1=CC=CC=C1